CHROMIUM-BISMUTH [Bi].[Cr]